2-(2,3-dihydro-1H-inden-4-yl)-4,4,5,5-tetramethyl-1,3,2-dioxaborolane C1CCC2=C(C=CC=C12)B1OC(C(O1)(C)C)(C)C